N-(3-((2-((3-chloro-1-methyl-1H-pyrazol-4-yl)amino)-5-(4-(trifluoromethyl)phenyl)pyrimidin-4-yl)oxy)phenyl)acrylamide ClC1=NN(C=C1NC1=NC=C(C(=N1)OC=1C=C(C=CC1)NC(C=C)=O)C1=CC=C(C=C1)C(F)(F)F)C